(1R,3S,5R)-2-(2-(4-amino-8-methoxy-9H-pyrimido[4,5-b]indol-9-yl)acetyl)-N-(6-bromo-3-methylpyridin-2-yl)-5-methyl-2-azabicyclo[3.1.0]hexane-3-carboxamide NC1=NC=NC=2N(C3=C(C=CC=C3C21)OC)CC(=O)N2[C@@H]1C[C@@]1(C[C@H]2C(=O)NC2=NC(=CC=C2C)Br)C